C1(CC1)CNC1=NC=C(C=N1)C1=NC2=C(C=NC=C2)N1C1=CC=C(C=C1)F N-(Cyclopropylmethyl)-5-[3-(4-fluorophenyl)-3H-imidazo[4,5-c]pyridin-2-yl]pyrimidin-2-amine